NCCNC1=NC(=CC=C1)C=1NC(=C(N1)C)C1CC1 N-(2-Aminoethyl)-6-(5-cyclopropyl-4-methyl-1H-imidazol-2-yl)pyridin-2-amine